tert-butyl (5-(3-fluoro-5-(trifluoromethoxy)phenyl)-1-(5-fluoropyridin-3-yl)-1H-pyrazol-3-yl)carbamate FC=1C=C(C=C(C1)OC(F)(F)F)C1=CC(=NN1C=1C=NC=C(C1)F)NC(OC(C)(C)C)=O